(2S)-methyl 3-((S)-2-oxopiperidin-3-yl)-2-(2-azaspiro[4.5]decane-3-carboxamido)propanoate O=C1NCCC[C@H]1C[C@@H](C(=O)OC)NC(=O)C1NCC2(C1)CCCCC2